5-(4-fluoro-1-(2-fluoroethyl)-1H-benzo[d]imidazol-6-yl)-N-((3S,4S)-3-fluoro-1-(oxetan-3-yl)piperidin-4-yl)-4-methoxypyrrolo[2,1-f][1,2,4]triazin-2-amine FC1=CC(=CC=2N(C=NC21)CCF)C=2C=CN1N=C(N=C(C12)OC)N[C@@H]1[C@H](CN(CC1)C1COC1)F